(S)-1-(3-(((4-Amino-2,2-Dioxido-1h-Benzo[C][1,2,6]Thiadiazin-5-Yl)Oxy)Methyl)Piperidin-1-Yl)-3-Methylbutan-1-One NC=1C2=C(NS(N1)(=O)=O)C=CC=C2OC[C@@H]2CN(CCC2)C(CC(C)C)=O